NCC(C(=O)O)C1=C(C=CC=C1)[N+](=O)[O-] 3-amino-2-(2-nitrophenyl)propionic acid